FC1=C(C=C(C=C1)OC=1C(=C2C=CN(C2=CC1F)S(=O)(=O)C1=CC=C(C)C=C1)C)C=1NC(=CN1)C(CCC(=O)O)(C)C1=CC=CC=C1 4-(2-(2-fluoro-5-((6-fluoro-4-methyl-1-tosyl-1H-indol-5-yl)oxy)phenyl)-1H-imidazol-5-yl)-4-phenylpentanoic acid